3-(1,2,3,5,6,7-hexahydro-s-indacen-4-yl)-1-[(1-methylpiperidin-3-yl)[(propan-2-yl)-1H-pyrazol-4-yl]sulfamoyl]urea Sodium Salt [Na].C1CCC2=C(C=3CCCC3C=C12)NC(NS(N(C=1C=NN(C1)C(C)C)C1CN(CCC1)C)(=O)=O)=O